9,10-dihydro-10-hydroxy-9-oxa-10-phosphaphenanthrene 10-oxide OP1(OC2=CC=CC=C2C=2C=CC=CC12)=O